Thiazolyl-sulfur S1C(=NC=C1)[S]